C(C)OC(=O)C1=NC2=C(C(=CC(=C2C(=C1)C(=O)OCC)N)OC)OC 5-amino-7,8-dimethoxyquinoline-2,4-dicarboxylic acid diethyl ester